The molecule is a 1,2-diacyl-sn-glycero-3-phospho-(1'-sn-glycerol) in which the 1- and 2-acyl groups are specified as octadecanoyl (stearoyl) and hexadecanoyl (palmitoyl) respectively. It is a conjugate acid of a 2-hexadecanoyl-1-octadecanoyl-sn-glycero-3-phospho-(1'-sn-glycerol)(1-). CCCCCCCCCCCCCCCCCC(=O)OC[C@H](COP(=O)(O)OC[C@H](CO)O)OC(=O)CCCCCCCCCCCCCCC